C(C)OC(=O)N1CCN(CCC1)C1CCC(CC1)(C1=CC=C(C=C1)F)C#N 4-[4-cyano-4-(4-fluorophenyl)cyclohexyl]-1,4-diazepan-1-carboxylic acid ethyl ester